(4-(6-methoxy-5-(pyrazolo[1,5-a]pyrimidin-3-ylcarbamoyl)-2H-indazol-2-yl)cyclohexyl)carbamic acid tert-butyl ester C(C)(C)(C)OC(NC1CCC(CC1)N1N=C2C=C(C(=CC2=C1)C(NC=1C=NN2C1N=CC=C2)=O)OC)=O